N'-(tert-butyldimethylsilyl)-4-(2-hydroxypropan-2-yl)-2-methylbenzenesulfonimidamide [Si](C)(C)(C(C)(C)C)N=S(=O)(N)C1=C(C=C(C=C1)C(C)(C)O)C